[Si](C)(C)(C(C)(C)C)OC=1C=C2CCCC(C2=CC1)=O 6-((tert-butyldimethylsilyl)oxy)-3,4-dihydronaphthalen-1(2H)-one